isopropyl (S)-2-aminopropionate hydrochloride Cl.N[C@H](C(=O)OC(C)C)C